C(C)C(CN1C(=C(C(C(=C1)O)=O)O)CC)CCCC N-(2-ethylhexyl)-2-ethyl-3,5-dihydroxypyridin-4-one